1,4-oxaazepane O1CCNCCC1